C(CC)NC1=CC(=NC2=CN=CC=C12)C1=CC=NC=C1 N-propyl-2-(pyridin-4-yl)-1,7-naphthyridin-4-amine